CC1=CC=CC(=N1)C(C=O)=O 2-(6-methylpyridin-2-yl)ethane-1,2-dione